2'-(oxybis(methylene))bis(2-isopropyl-propane-1,3-diol) O(CC(C(CO)C(C)C)O)CC(C(CO)C(C)C)O